N1C=CC2=C(C=CC=C12)C(C)(C)O 2-(1H-indol-4-yl)propan-2-ol